tert-butyl (1R,2S,3S,6R,7S)-3-{[(2S)-1-methoxy-1-oxo-3-[(3S)-2-oxopyrrolidin-3-yl]propan-2-yl]carbamoyl}-4-azatricyclo[5.2.1.0^{2,6}]dec-8-ene-4-carboxylate COC([C@H](C[C@H]1C(NCC1)=O)NC(=O)[C@@H]1[C@H]2[C@H]3C=C[C@@H]([C@H]2CN1C(=O)OC(C)(C)C)C3)=O